butyl-(phenylethyl)phosphinic acid C(CCC)P(O)(=O)CCC1=CC=CC=C1